4-morpholino-N-[(E)-m-tolylmethyleneamino]-6-(2-pyridyl)pyrrolo[2,1-f][1,2,4]triazin-2-amine O1CCN(CC1)C1=NC(=NN2C1=CC(=C2)C2=NC=CC=C2)N/N=C/C=2C=C(C=CC2)C